ClC=1C(=C(CN2[C@@H](C[C@@](CC2)(C(=O)O)CC2=NC(=C(C(=C2)C=2OC=CN2)F)NC2=NNC(=C2)C)C)C=CC1)F (2R,4R)-1-(3-chloro-2-fluorobenzyl)-4-((5-fluoro-6-((5-methyl-1H-pyrazol-3-yl)amino)-4-(oxazol-2-yl)pyridin-2-yl)methyl)-2-methylpiperidine-4-carboxylic acid